methylenebis(phosphonic acid) C(P(O)(O)=O)P(O)(O)=O